(S)-3-(4-(2-(4-((S)-2-acetoxy-3-chloropropoxy)-3-methylphenyl)propan-2-yl)-2-methylphenoxy)propane-1,2-diyl diacetate C(C)(=O)OC[C@H](COC1=C(C=C(C=C1)C(C)(C)C1=CC(=C(C=C1)OC[C@@H](CCl)OC(C)=O)C)C)OC(C)=O